(R)-tert-butyl 1-oxa-8-azaspiro[4.5]dec-3-ylcarbamate O1C[C@@H](CC12CCNCC2)NC(OC(C)(C)C)=O